(1s,3s)-3-(thiazolo[5,4-b]pyridin-7-yl)cyclobutyl ((2-(2,6-dioxopiperidin-3-yl)-4-fluoro-3-oxoisoindolin-5-yl)methyl)carbamate O=C1NC(CC[C@@H]1N1CC2=CC=C(C(=C2C1=O)F)CNC(OC1CC(C1)C1=C2C(=NC=C1)SC=N2)=O)=O